C1(=CC=CC=C1)S(=O)(=O)NNS(=O)(=O)C1=CC=CC=C1 diphenylsulfonylhydrazine